ClC=1C(=C(CN2[C@@H](C[C@@](CC2)(C(=O)O)CC2=C(C=CC(=C2)NC2=NNC(=N2)C)F)C)C=CC1)F (2R,4R)-1-(3-chloro-2-fluorobenzyl)-4-(2-fluoro-5-((5-methyl-1H-1,2,4-triazol-3-yl)amino)benzyl)-2-methylpiperidine-4-carboxylic acid